N[C@H](C(=O)OC)CC1=C(C(=NC=C1)Cl)C=O METHYL (2S)-2-AMINO-3-(2-CHLORO-3-FORMYL(4-PYRIDYL))PROPANOATE